(R)-4-chloro-2-(2-hydroxyethyl)-5-(3-((4-(5-methoxy-1-methyl-1H-indol-2-yl)pyridin-2-yl)oxy)pyrrolidin-1-yl)pyridazin-3(2H)-one ClC=1C(N(N=CC1N1C[C@@H](CC1)OC1=NC=CC(=C1)C=1N(C2=CC=C(C=C2C1)OC)C)CCO)=O